CN(CCCN1C=C(C2=CC=CC=C12)C=1C(=O)NC(C1C1=CNC2=CC=CC=C12)=O)C 2-[1-(3-Dimethylaminopropyl)indol-3-yl]-3-(indol-3-yl)maleimide